C(C)C1=NC(=CC=C1N1C[C@H](CCC1)CC(=O)OCC)C=1C=NN(C1CO)C ethyl (R)-2-(1-(2-ethyl-6-(5-(hydroxymethyl)-1-methyl-1H-pyrazol-4-yl)pyridin-3-yl)piperidin-3-yl)acetate